(1S,3R,4S,5S)-3-((5-chloro-4-(4-fluoro-2-(2-hydroxypropan-2-yl)-1-isopropyl-1H-benzo[d]imidazol-6-yl)pyrimidin-2-yl)amino)-8-(oxetan-3-ylsulfonyl)-6-oxa-8-azabicyclo[3.2.1]octan-4-ol ClC=1C(=NC(=NC1)N[C@@H]1C[C@H]2CO[C@@H]([C@H]1O)N2S(=O)(=O)C2COC2)C=2C=C(C1=C(N(C(=N1)C(C)(C)O)C(C)C)C2)F